1,3-difluoro-5-(methylthio)benzene FC1=CC(=CC(=C1)SC)F